Cl.NC1C(CCCC1)(O)C(C(F)(F)F)(F)F amino-1-(perfluoroethyl)cyclohexane-1-ol hydrochloride